N1(C=NC=C1)C1=NC(=CC(=N1)C(=O)NC1=CC(=NC=C1)C(F)(F)F)OC 2-(1H-imidazol-1-yl)-6-methoxy-N-[2-(trifluoromethyl)pyridin-4-yl]pyrimidine-4-carboxamide